4-thiadiazole C1=NN=CS1